COC=1C=C(C=C(C1)OC)C1=CC(=NN1C1=C(C=CC=C1)OCC)COC(C(=O)O)(C)C 2-([5-(3,5-Dimethoxyphenyl)-1-(2-ethoxyphenyl)-1H-pyrazol-3-yl]methoxy)-2-methylpropanoic acid